4-hydrazino-4-oxo-butyric acid N(N)C(CCC(=O)O)=O